C1CCC2=C(C=3CCCC3C=C12)NC(=O)[N-]S(=O)(=O)C=1C=NN2C1OCC(C2)CNC(C(F)(F)F)=O ((1,2,3,5,6,7-hexahydro-s-indacen-4-yl)carbamoyl)((6-((2,2,2-trifluoroacetamido)methyl)-6,7-dihydro-5H-pyrazolo[5,1-b][1,3]oxazin-3-yl)sulfonyl)amide